Guanidine Acrylate Salt C(C=C)(=O)O.NC(=N)N